C(C)OC(=O)C=1C(=C(NC1C=CC(=O)OCC)C(=O)OC(C)(C)C)C 5-(2-ethoxycarbonyl-vinyl)-3-methyl-1H-pyrrole-2,4-dicarboxylic acid 2-tert-butyl 4-ethyl ester